C(C1=CC=CC=C1)OC(=O)NCCC[N+](CC(=O)OC(C)(C)C)(CCCNC(=O)OC(C)(C)C)CCCNC(=O)OC(C)(C)C 3-(benzyloxycarbonylamino)propyl-bis[3-(tert-butoxycarbonylamino)propyl]-(2-tert-butoxy-2-oxo-ethyl)ammonium